2,3-dimethylbutyl carbamate C(N)(OCC(C(C)C)C)=O